C(C)(C)(C)OC(=O)N1CC(=CC1)C1=NC(=C2N=CN(C2=N1)C)C1=CC=C(C=C1)OC(F)(F)F 3-(9-methyl-6-(4-(trifluoromethoxy)phenyl)-9H-purin-2-yl)-2,5-dihydro-1H-pyrrole-1-carboxylic acid tert-butyl ester